C(C=C)OC1=C(C=CC=C1)C#CC1=CC2=CC=CC=C2C=C1 2-((2-(allyloxy)phenyl)ethynyl)naphthalene